C(CCC#CCCCC#CCCCCCCCC)(=O)O 4,9-octadecadiynoic acid